6-(3-(5-(6-(cyclobutylmethyl)-2,6-diazaspiro[3.3]heptan-2-yl)pyridin-2-yl)-4-isopropyl-1H-pyrazol-5-yl)-8-methoxy-[1,2,4]triazolo[1,5-a]pyridine C1(CCC1)CN1CC2(CN(C2)C=2C=CC(=NC2)C2=NNC(=C2C(C)C)C=2C=C(C=3N(C2)N=CN3)OC)C1